ClC=1C=C(NC2=NC=NC3=CC=C(C=C23)C2CN(CCC2)C(=O)OC(C)(C)C)C=CC1OC1=NN(C=C1)C tert-butyl 3-[4-[3-chloro-4-(1-methylpyrazol-3-yl)oxy-anilino]quinazolin-6-yl]piperidine-1-carboxylate